FCC(C(C(C(C(C(C(C(C(=O)N)(F)F)(F)F)(F)F)(F)F)(F)F)(F)F)(F)F)(F)F heptadecafluoro-1-decanamide